CC1(C2C=CC(C1C)C2)C 5,5,6-trimethylnorbornene